3-(4-Chloro-phenyl)-2-(2-{3-[4-(2-hydroxy-ethyl)-piperazin-1-yl]-phenylamino}-pyrimidin-4-yl)-thiazolo[3,2-a]pyrimidin-5-one ClC1=CC=C(C=C1)C1=C(SC=2N1C(C=CN2)=O)C2=NC(=NC=C2)NC2=CC(=CC=C2)N2CCN(CC2)CCO